2-cyclopropyl-6-((tetrahydro-2H-pyran-3-yl)methoxy)isonicotinic acid C1(CC1)C=1C=C(C(=O)O)C=C(N1)OCC1COCCC1